tert-Butyl [(trans-4-[2-[(1R)-1-hydroxyethyl]-1H-imidazo[4,5-d]thieno[3,2-b]pyridin-1-yl]cyclohexyl)methyl]carbamate O[C@H](C)C1=NC=2C(=C3C(=NC2)C=CS3)N1[C@@H]1CC[C@H](CC1)CNC(OC(C)(C)C)=O